3-[(3-chloro-2-methoxyphenyl)amino]-2-(6-isopropoxy-1,5-naphthyridin-4-yl)-1H,5H,6H,7H-pyrrolo[3,2-c]pyridin-4-one ClC=1C(=C(C=CC1)NC1=C(NC2=C1C(NCC2)=O)C2=CC=NC1=CC=C(N=C21)OC(C)C)OC